(1aS,6aS,6bR)-hexahydrocyclopropa[a]pyrrolizin C1C=2[C@H]1CN1CCCC21